COC=1C=C(C=CC1C=1C=C2C(=NC1)NC=C2)NC(=O)C2OCCC2 N-(3-methoxy-4-(1H-pyrrolo[2,3-b]pyridin-5-yl)phenyl)tetrahydrofuran-2-carboxamide